O=C1N(C(CC1)=O)OC(=O)OC1(CN(C1)C(=O)[O-])C 3-((((2,5-dioxopyrrolidin-1-yl) oxy) carbonyl) oxy)-3-methylazetidine-1-carboxylate